11,12,13,13a-Tetrahydro-7-methoxy-9-oxo-9H-imidazo[1,5-a]pyrrolo[2,1-c][1,4]benzodiazepine-1-carboxylic acid, ethyl ester COC=1C=CC2=C(C(N3C(C=4N2C=NC4C(=O)OCC)CCC3)=O)C1